CC1(COC1)CN 1-(3-methyloxetan-3-yl)methanamine